C[Si](N1NC(=CC(=N1)[Si](OC)(OC)C)[Si](OC)(OC)C)(OC)OC 2,4,6-tris(methyldimethoxysilyl)triazine